Tert-butyl N-[2-(2-oxoethoxy)ethyl]carbamate O=CCOCCNC(OC(C)(C)C)=O